1-(4-(4-((5-isopropyl-8-((2R,3S)-2-methyl-3-((methylsulfonyl)methyl)azetidin-1-yl)isoQuinolin-3-yl)amino)pyrimidin-2-yl)-1H-pyrazol-1-yl)cyclopropane-1-carbonitrile C(C)(C)C1=C2C=C(N=CC2=C(C=C1)N1[C@@H]([C@H](C1)CS(=O)(=O)C)C)NC1=NC(=NC=C1)C=1C=NN(C1)C1(CC1)C#N